2-(2-(2-(3-bromo-4-(methoxymethoxy)phenyl)-5-methylbenzothiazol-6-yl)(methyl)aminoethoxy)4-methylbenzenesulfonic acid ethyl ester C(C)OS(=O)(=O)C1=C(C=C(C=C1)C)OCC(C1=CC2=C(N=C(S2)C2=CC(=C(C=C2)OCOC)Br)C=C1C)NC